CC1=C(C(=CC=C1)C(=O)[O-])C The molecule is a dimethylbenzoate in which the two methyl groups are located at positions 2 and 3. It derives from a benzoate. It is a conjugate base of a 2,3-dimethylbenzoic acid.